[I-].C1(CCCCC1)N cyclohexylamine iodide salt